FC1=CC=2CN(CCCC2S1)C1=CC(=C(C(=C1)C)NC(CC(C)(C)C)=O)C N-(4-(2-fluoro-4,6,7,8-tetrahydro-5H-thieno[3,2-c]azepin-5-yl)-2,6-dimethylphenyl)-3,3-dimethylbutanamide